ClC1=C(C=CC(=C1I)F)N(S(=O)(=O)C1=C(C=CC(=C1)F)F)S(=O)(=O)C1=C(C=CC(=C1)F)F N-(2-chloro-4-fluoro-3-iodophenyl)-N-((2,5-difluorophenyl)sulfonyl)-2,5-difluorobenzenesulfonamide